BrC=1C=C(C(=NC1)C(C)O)F 1-(5-bromo-3-fluoropyridin-2-yl)ethan-1-ol